ClC1=C(C(=O)NCC#N)C=CC(=C1)NC=1C=2N(C=CN1)C(=CN2)C=2C(=NN(C2)CC#N)C(F)(F)F 2-chloro-N-(cyanomethyl)-4-[[3-[1-(cyanomethyl)-3-(trifluoromethyl)pyrazol-4-yl]imidazo[1,2-a]pyrazin-8-yl]amino]benzamide